(±)-N-(1-Methyl-2-oxo-8-(2-azaspiro[3.5]nonan-2-yl)-2,3,4,5-tetrahydro-1H-benzo[b]azepin-3-yl)-4-phenoxypicolinamid CN1C2=C(CC[C@H](C1=O)NC(C1=NC=CC(=C1)OC1=CC=CC=C1)=O)C=CC(=C2)N2CC1(C2)CCCCC1 |r|